Cl.Cl.CN(S(=O)(=O)C)C1=C(C(=O)N)C=CC=C1 (N-methylmethylsulfonamido)benzamide dihydrochloride